C(C)(C)(C)OC(=O)NCC1=C(C=CC=C1)C=1C=C2C=C(C(=NC2=CC1)N1CCN(CC1)C(=O)OC(C)(C)C)Cl tert-butyl 4-[6-[2-[(tert-butoxycarbonylamino)methyl]phenyl]-3-chloro-2-quinolyl]piperazine-1-carboxylate